(S)-N-(2-(4-benzylpiperidine-1-yl)propyl)-N-phenylpropionamide C(C1=CC=CC=C1)C1CCN(CC1)[C@H](CN(C(CC)=O)C1=CC=CC=C1)C